(E)-4-(4-methoxyphenyl)but-3-en-2-one COC1=CC=C(C=C1)/C=C/C(C)=O